N-[3-(1H-indazol-1-yl)propyl]-3-[5-(1H-indol-3-ylmethyl)-1,3,4-oxadiazol-2-yl]propenamide N1(N=CC2=CC=CC=C12)CCCNC(C=CC=1OC(=NN1)CC1=CNC2=CC=CC=C12)=O